3-chloro-5-(1-methyl-1H-pyrazol-5-yl)isoquinoline ClC=1N=CC2=CC=CC(=C2C1)C1=CC=NN1C